NC1=C(C=C(C=N1)C#CC(C)(C)NC(=O)N1CCC(CC1)N1CCCC1)OC(C)C1=C(C(=CC=C1Cl)F)Cl 4-pyrrolidin-1-yl-piperidine-1-carboxylic acid (3-{6-amino-5-[1-(2,6-dichloro-3-fluoro-phenyl)-ethoxy]-pyridin-3-yl}-1,1-dimethyl-prop-2-ynyl)-amide